4-(((6-chloronaphthalen-2-yl)oxy)methyl)-1H-1,2,3-triazole-5-carboxylic acid 2,2,2-trifluoroacetate FC(C(=O)O)(F)F.ClC=1C=C2C=CC(=CC2=CC1)OCC=1N=NNC1C(=O)O